(2-(2-methylthiothieno[2,3-d]pyrimidin-4-yl)cyclopropyl)boronic acid CSC=1N=C(C2=C(N1)SC=C2)C2C(C2)B(O)O